7-azabicyclo[2.2.1]heptan-1-ylmethyl 6-[5-(6-methyl-2-pyridyl)-1H-imidazol-4-yl]quinoline-3-carboxylate CC1=CC=CC(=N1)C1=C(N=CN1)C=1C=C2C=C(C=NC2=CC1)C(=O)OCC12CCC(CC1)N2